1-(3-{5-[(1R,4R,7R)-7-amino-2-azabicyclo[2.2.1]heptane-2-carbonyl]-2-[1-(cyclopropylmethyl)-1H-pyrrolo[2,3-b]pyridin-2-yl]-7-methoxy-1H-1,3-benzodiazol-1-yl}azetidin-1-yl)ethan-1-one N[C@H]1[C@@H]2N(C[C@H]1CC2)C(=O)C2=CC1=C(N(C(=N1)C1=CC=3C(=NC=CC3)N1CC1CC1)C1CN(C1)C(C)=O)C(=C2)OC